(E)-N-(2-((4-acetamidobenzylidene)amino)-5-chlorobenzyl)-2-chloro-N-(furan-2-ylmethyl)benzamide C(C)(=O)NC1=CC=C(\C=N\C2=C(CN(C(C3=C(C=CC=C3)Cl)=O)CC=3OC=CC3)C=C(C=C2)Cl)C=C1